2,6,8-trimethyl-7-oxo-7,8-dihydro-6H-pyrrolo[3,2-g]quinazoline-6-carboxylate CC1=NC2=CC3=C(C=C2C=N1)C(C(N3C)=O)(C(=O)[O-])C